exo-6-oxo-bicyclo[2.2.1]heptane-2-carboxylic acid methyl ester COC(=O)C1C2C(CC(C1)C2)=O